5-[(E)-1,2-difluoro-2-(4-pentylphenyl)vinyl]-1,3-difluoro-2-isothiocyanatobenzene F\C(=C(/C1=CC=C(C=C1)CCCCC)\F)\C=1C=C(C(=C(C1)F)N=C=S)F